CCC(CS(=O)(=O)O)C 3-methyl-2-methylpropane-1-sulfonic acid